butyl (R)-(1-(3-cyano-2,5-difluorophenyl)ethyl)carbamate C(#N)C=1C(=C(C=C(C1)F)[C@@H](C)NC(OCCCC)=O)F